(8-cis)-8-(2-cyclopropylmethoxy-4-trifluoromethyl-phenoxy)-3-(6-Trifluoromethyl-pyridazin-3-yl)-3-aza-bicyclo[3.2.1]Octane C1(CC1)COC1=C(OC2C3CN(CC2CC3)C=3N=NC(=CC3)C(F)(F)F)C=CC(=C1)C(F)(F)F